(R)-3-methyl-2-[7-[(4-methyl-morpholin-2-yl)-methyl]-5,6-di-hydropyrrolo[2,3-c]pyridazin-3-yl]-5-(trifluoromethyl)phenol CC=1C(=C(C=C(C1)C(F)(F)F)O)C1=CC2=C(N=N1)N(CC2)C[C@H]2CN(CCO2)C